C1=CC(=C(C=C1Br)Br)OC2=C(C=C(C=C2Br)Br)Br 2,2',4,4',6-pentabromodiphenyl ether